O=C1NC(CCC1N1C(C2=CC=C(C=C2C1)C#CCCCCCCN(C)CC=1C=C(OCCN2C=CC3=CC=C(C=C23)C(=O)NO)C=CC1)=O)=O 1-(2-(3-(((8-(2-(2,6-dioxopiperidin-3-yl)-1-oxoisoindolin-5-yl)oct-7-yn-1-yl)(methyl)amino)methyl)phenoxy)ethyl)-N-hydroxy-1H-indole-6-carboxamide